6-(2,4-dimethoxypyrimidin-5-yl)-8-((1S,2S)-2-(5-fluoro-1-(2,2,2-trifluoroethyl)-1H-indazol-6-yl)cyclopropyl)imidazo[1,2-b]pyridazine COC1=NC=C(C(=N1)OC)C=1C=C(C=2N(N1)C=CN2)[C@@H]2[C@H](C2)C2=C(C=C1C=NN(C1=C2)CC(F)(F)F)F